2-[2-(2-fluorophenoxy)phenyl]-4,4,5,5-tetramethyl-1,3,2-dioxaborolane FC1=C(OC2=C(C=CC=C2)B2OC(C(O2)(C)C)(C)C)C=CC=C1